C(C)(C)(C)OC(=O)N1C(N[C@@H](C1)C(=O)O)=O (S)-1-(tert-butoxycarbonyl)-2-oxoimidazolidine-4-carboxylic acid